C(C)(C)(C)C1=CC=C(C=C1)C1(CC=C(C=C1)C)NC1=C(C=CC=C1)C1=CC=C(S1)C1=C(C(=C(C2=NSN=C21)C=2SC(=CC2)C2=C(C=CC=C2)NC2(CC=C(C=C2)C)C2=CC=C(C=C2)C(C)(C)C)N)N 4,7-Bis(5-((4-(4-(tert-butyl)phenyl)(p-tolyl)amino)phenyl)thiophen-2-yl)benzo[c][1,2,5]thiadiazole-5,6-diamine